Tert-Butyl 2-methyl-5H-spiro[furo[3,4-b]pyridine-7,4'-piperidine]-1'-carboxylate CC1=CC=C2C(=N1)C1(CCN(CC1)C(=O)OC(C)(C)C)OC2